ClC=1C=2C(=N[C@H](C3=NC(=CN3C2C=NC1C(F)(F)F)C(=O)OCC)C)C1=C(C=CC=C1F)F ethyl (7S)-11-chloro-9-(2,6-difluorophenyl)-7-methyl-12-(trifluoromethyl)-2,5,8,13-tetrazatricyclo[8.4.0.02,6]tetradeca-1(10),3,5,8,11,13-hexaene-4-carboxylate